5-bromo-1-(3,4-difluoro-5-(methoxymethoxy)phenyl)-1H-indazole BrC=1C=C2C=NN(C2=CC1)C1=CC(=C(C(=C1)OCOC)F)F